ClC1=CC(=C(C=C1Cl)[C@@H](C1CCN(CC1)C(=O)C1(CN(C1)C(=O)OC(C)(C)C)O)N[S@@](=O)C(C)(C)C)O tert-butyl 3-[4-[(R)-(4,5-dichloro-2-hydroxyphenyl)([[(S)-2-methylpropane-2-sulfinyl]amino])methyl]piperidine-1-carbonyl]-3-hydroxyazetidine-1-carboxylate